3-chloro-4-(piperidin-1-yl)aniline ClC=1C=C(N)C=CC1N1CCCCC1